Cl.N[C@H](CO)C1=CC(=C(C(=C1)F)Cl)F (S)-2-amino-2-(4-chloro-3,5-difluorophenyl)ethan-1-ol hydrochloride